CC1=CC=NC(=N1)C(C)C 6-methyl-2-(propan-2-yl)pyrimidin